NCCCNCCCS(=O)(=O)[O-].[Na+] sodium N-(3-aminopropyl)-3-aminopropanesulfonate